(R)-3-amino-1-(2-((6-amino-9H-purin-9-yl)methyl)-3-bromo-4-(trifluoromethoxy)phenyl)-N-cyclopropylpyrrolidine-3-carboxamide N[C@]1(CN(CC1)C1=C(C(=C(C=C1)OC(F)(F)F)Br)CN1C2=NC=NC(=C2N=C1)N)C(=O)NC1CC1